(R)-N-(tert-butyldiphenylsilyl)-6-((tert-butyldiphenylsilyl)oxy)-6,7-dihydro-5H-pyrazolo[5,1-b][1,3]oxazine-3-sulfonamide [Si](C1=CC=CC=C1)(C1=CC=CC=C1)(C(C)(C)C)NS(=O)(=O)C=1C=NN2C1OC[C@@H](C2)O[Si](C2=CC=CC=C2)(C2=CC=CC=C2)C(C)(C)C